CC1=C(C(=C(C1([Ti](OC)(OC)OC1=C(C=NC2=CC=CC(=C12)C(F)(F)F)C(F)(F)F)C)C)C)C pentamethylcyclopentadienyl-(3,5-bis(trifluoromethyl)-4-quinolinyloxy)-dimethoxytitanium